(S)-2-(2,6-dichlorobenzoylamino)-3-(1-methyl-2-oxo-4-(trifluoromethyl)-1,2-dihydro-[3,5'-biquinoline]-8'-yl)propionic acid ClC1=C(C(=O)N[C@H](C(=O)O)CC2=CC=C(C=3C=CC=NC23)C=2C(N(C3=CC=CC=C3C2C(F)(F)F)C)=O)C(=CC=C1)Cl